(R,3R)-N'-((1,2,3,5,6,7-hexahydro-s-indacen-4-yl)carbamoyl)-3-(methoxymethyl)-2,3-dihydropyrazolo[5,1-b]oxazole-7-sulfonimidamide C1CCC2=C(C=3CCCC3C=C12)NC(=O)N=[S@](=O)(N)C=1C=NN2C1OC[C@H]2COC